C(C)(C)(C)C=1C=C(C=CC1)C1=NC=CC=C1 2-(3-tert-butylphenyl)-pyridine